2-oxoimidazolidine-4-carboxylic acid O=C1NCC(N1)C(=O)O